FC1CCC(N(C1)CC1=CC=C(C=C1)OC)C1=C(CN2C(NC(C=3NC=NC23)=O)=C=S)C=CC=C1 3-(2-(5-Fluoro-1-(4-methoxybenzyl)piperidin-2-yl)benzyl)-2-thiocarbonyl-1,2,3,7-tetrahydro-6H-purin-6-one